C(CCCCCCCCC)C1OC(OC1)=C 4-decyl-2-methylene-1,3-dioxolane